(R)-2,4A,5,6,7,8-hexahydro-3,5,5,9-tetramethyl-1H-benzocycloheptene CC1=C[C@H]2C(=C(CCCC2(C)C)C)CC1